4-chloro-2-(4-((2R,5S)-5-cyclopropyltetrahydrofuran-2-yl)phenyl)-5-((((S)-3-fluorotetrahydro-2H-pyran-3-yl)methyl)amino)pyridazin-3(2H)-one ClC=1C(N(N=CC1NC[C@@]1(COCCC1)F)C1=CC=C(C=C1)[C@@H]1O[C@@H](CC1)C1CC1)=O